1-cyclopropyl-6-fluoro-7-(3-methylpiperazin-1-yl)-3-(3,4-dioxomethylenecinnamoyl)-8-methoxyquinolin-4(1H)-one C1(CC1)N1C=C(C(C2=CC(=C(C(=C12)OC)N1CC(NCC1)C)F)=O)C(C=CC1=CC(C(C=C1)=C=O)=C=O)=O